7-(1-(2-fluoro-6-methylphenyl)piperidin-4-yl)-3-methylpyrido[2,3-b]pyrazin-6(5H)-one FC1=C(C(=CC=C1)C)N1CCC(CC1)C1=CC=2C(=NC(=CN2)C)NC1=O